2-bromo-4-((4-cyclopentyl-3-(trifluoromethyl)benzyl)oxy)anilinemaleic acid mono(4-ethoxy-4-oxo-butan-2-yl) ester C(C)OC(CC(C)OC(\C=C(/C(=O)O)\NC1=C(C=C(C=C1)OCC1=CC(=C(C=C1)C1CCCC1)C(F)(F)F)Br)=O)=O